C(C)(=O)N1CCN(CC1)C=1C=NC(=NC1)NC1=NC=CC(=N1)C1=C(NC(S1)=O)C 5-(2-((5-(4-Acetylpiperazin-1-yl)pyrimidin-2-yl)amino)pyrimidin-4-yl)-4-methylthiazol-2(3H)-one